N1(C=NC=C1)C=1C=CC(=C(C1)O)C1=NC=C(N=C1)N(C1CCNCC1)C 5-(1H-imidazol-1-yl)-2-(5-(methyl(piperidin-4-yl)amino)pyrazin-2-yl)phenol